FC1(CCN(CC1)C(=O)C1=CC=2C3C(CN(C2N=C1)C1=CC=2N(C=C1)C(N(N2)CC)=O)C3)F 7-(6-(4,4-difluoropiperidine-1-carbonyl)-1,1a,2,7b-tetrahydro-3H-cyclopropa[c][1,8]naphthyridin-3-yl)-2-ethyl-[1,2,4]triazolo[4,3-a]pyridin-3(2H)-one